[N+](=O)([O-])C(CC(=O)N)C 3-nitrobutanamide